2-ethylene sebacate C1(CCCCCCCCC(=O)OCCO1)=O